N(C=C)C1CC2OC2CC1 3-(1-azaallyl)-7-oxabicyclo[4.1.0]Heptane